FC1=C2C=CC(OC2=CC=C1F)=O 5,6-difluoro-2H-chromen-2-one